N-(4-(1-aminocyclobutyl)phenyl)-2-(7-fluoro-9H-carbazol-2-yl)propanamide hydrochloride Cl.NC1(CCC1)C1=CC=C(C=C1)NC(C(C)C1=CC=2NC3=CC(=CC=C3C2C=C1)F)=O